methyl 2-(3-fluorophenyl)-3-hydroxypropionate FC=1C=C(C=CC1)C(C(=O)OC)CO